FC1=CC(=C(C=C1C1=CC(=CC=C1)CN1CCOCC1)NC(=O)C1=CNC(C=C1C(F)(F)F)=O)N1C[C@H](N([C@H](C1)C)C)C N-(6-fluoro-3'-(morpholinomethyl)-4-((3R,5S)-3,4,5-trimethylpiperazin-1-yl)-[1,1'-biphenyl]-3-yl)-6-oxo-4-(trifluoromethyl)-1,6-dihydropyridine-3-carboxamide